C(C)(C)(C)OC(=O)N1C[C@H](CCC1)NC1=NC(=NC=C1C(F)(F)F)N (S)-3-((2-amino-5-(trifluoromethyl)pyrimidin-4-yl)amino)piperidine-1-carboxylic acid tert-butyl ester